ClC=1N=C(N(C1)C)N1CCC(CC1)CN1C2=NC(=NC=C2N(C1=N)C)C1=C(C=CC=C1)C(C)C 9-((1-(4-chloro-1-methyl-1H-imidazol-2-yl)piperidin-4-yl)methyl)-2-(2-isopropylphenyl)-7-methyl-7H-purin-8(9H)-imine